CCC(CC)N1N=CC(=C1)C=1C=2N(C=C(N1)C=1C=NN(C1)CCN1C[C@H](CC1)O)N=CC2 (S)-1-(2-(4-(4-(1-(pent-3-yl)-1H-pyrazol-4-yl)pyrazolo[1,5-a]pyrazin-6-yl)-1H-pyrazol-1-yl)ethyl)pyrrolidin-3-ol